diethyl((5-(4-fluorophenyl)-6-isopropyl-1H-pyrazolo[3,4-b][1,7]naphthyridin-8-yl)imino)-λ6-sulfanone C(C)S(=O)(=NC=1N=C(C(=C2C=C3C(=NC12)NN=C3)C3=CC=C(C=C3)F)C(C)C)CC